ClC=1C=C2C(=NC=NC2=CC1C1=C(C(=CC(=N1)N)C1CC1)C(F)(F)F)N1CCNCC1 6-(6-chloro-4-(piperazin-1-yl)quinazolin-7-yl)-4-cyclopropyl-5-(trifluoromethyl)pyridin-2-amine